C(C)(C)(C)OC(=O)N(C1=C(C=C(C(=O)OCC)C=C1)S(=O)(=O)C)C(=O)OC(C)(C)C ethyl 4-(bis(tert-butoxycarbonyl)amino)-3-(methylsulfonyl)benzoate